hydroxyl-1-[4-(hydroxyethoxy)phenyl]-2-methyl-1-propanone OC(C(=O)C1=CC=C(C=C1)OCCO)(C)C